(9H-fluoren-9-yl)methyl (1R,4S)-1-(3,4-dichlorophenyl)-2-oxa-5-azabicyclo[2.2.1]heptane-5-carboxylate ClC=1C=C(C=CC1Cl)[C@@]12OC[C@@H](N(C1)C(=O)OCC1C3=CC=CC=C3C=3C=CC=CC13)C2